ClC=1C=C(C=CC1F)[C@@H](NC(=O)N1[C@@H](C(NCC1)=O)C)[C@@H]1C[C@H](C1)C(F)(F)F |o1:8| (2R)-N-((S or R)-(3-chloro-4-fluorophenyl)-(trans-3-(trifluoro-methyl)-cyclobutyl)-methyl)-2-methyl-3-oxopiperazine-1-carboxamide